phospho-ribitol P(=O)(O)(O)O[C@@H](CO)[C@H](O)[C@H](O)CO